[Na+].CC1([C@@H](N2C([C@H]([C@H]2S1)NC([C@@H](C1=CC=CC=C1)N)=O)=O)C(=O)[O-])C (2S,5R,6R)-3,3-dimethyl-6-[(R)-2-amino-2-phenylacetylamino]-7-oxo-4-thia-1-azabicyclo[3.2.0]heptane-2-carboxylic acid sodium salt